tert-butyl (4-amino-3-isopropyl-5-methylbenzyl)carbamate NC1=C(C=C(CNC(OC(C)(C)C)=O)C=C1C)C(C)C